tristearyl-phosphine C(CCCCCCCCCCCCCCCCC)P(CCCCCCCCCCCCCCCCCC)CCCCCCCCCCCCCCCCCC